chloro-N-(2,2,2-trifluoroethyl)-N-(5-((1-(trifluoromethyl)cyclopropyl)ethynyl)pyridin-3-yl)-[1,2,4]triazolo[4,3-a]quinazolin-5-amine ClC1=NN=C2N1C1=CC=CC=C1C(=N2)N(C=2C=NC=C(C2)C#CC2(CC2)C(F)(F)F)CC(F)(F)F